(3S)-3-(5-{[(3R*,4S*)-1-{[8-fluoro-2-(oxan-4-yl)quinolin-6-yl]methyl}-4-(2-methylpropyl)pyrrolidin-3-yl]oxy}-1-oxo-2,3-dihydro-1H-isoindol-2-yl)piperidine-2,6-dione FC=1C=C(C=C2C=CC(=NC12)C1CCOCC1)CN1C[C@@H]([C@H](C1)CC(C)C)OC=1C=C2CN(C(C2=CC1)=O)[C@@H]1C(NC(CC1)=O)=O |o1:20,21|